3-fluoro-5-(((1R,3S)-2,2,3-trifluoro-7-(methylsulfonyl)-1-oxido-2,3-dihydrobenzo[b]thiophen-4-yl)oxy)benzonitrile FC=1C=C(C#N)C=C(C1)OC1=CC=C(C=2[S@](C([C@H](C21)F)(F)F)=O)S(=O)(=O)C